C1=CC=CC=2C3=CC=CC=C3C(C12)COC(=O)N[C@H](C(=O)OCC1=CC=CC=C1)CC1=CC(=CC=C1)CC(=O)N Benzyl (S)-2-((((9H-fluoren-9-yl)methoxy)carbonyl) amino)-3-(3-(2-amino-2-oxoethyl)phenyl)propanoate